ClC1=C(C=C(C=C1)C=1CCSC2=C(C1C1=CC=C(C=C1)O[C@@H]1CN(CC1)CCCF)C=CC(=C2)O)C 4-(4-chloro-3-methyl-phenyl)-5-[4-[(3S)-1-(3-fluoropropyl)pyrrolidin-3-yl]oxyphenyl]-2,3-dihydro-1-benzothiepin-8-ol